FC1=CC=C(OC=2C=CC(=NC2)NC([C@H](C)N2CC(N(CC2)C(=O)C2=CC=[N+](C=C2)[O-])(C)C)=O)C=C1 (S)-4-(4-(1-((5-(4-fluorophenoxy)pyridin-2-yl)amino)-1-oxopropan-2-yl)-2,2-dimethylpiperazine-1-carbonyl)pyridine 1-oxide